4-[(E)-4-methoxy-4-oxo-but-2-enyl]piperidine-1-carboxylic acid tert-butyl ester C(C)(C)(C)OC(=O)N1CCC(CC1)C\C=C\C(=O)OC